CN(C/C=C/C(=O)N1CCOC2=C3C(=NC=NC3=CC=C21)NC2=CC=C(C=C2)OCC2=CC=C(C=C2)C)C (E)-4-(dimethylamino)-1-(10-((4-((4-methylbenzyl)oxy)phenyl)amino)-2,3-dihydro-4H-[1,4]oxazino[2,3-f]quinazolin-4-yl)but-2-en-1-one